(3aR,6S,6aS)-6-hydroxy-6a-methylhexahydro-2H-cyclopenta[b]furan-2-one O[C@H]1CC[C@H]2[C@@]1(OC(C2)=O)C